C1(=CC=CC=C1)[C@@H](CCC1=C(C=CC=C1)C)O (R)-1-phenyl-3-(o-tolyl)propan-1-ol